COC(=O)C1=C(SC2=C1C=CC(=C2)O)N(CC2=CC=C(C=C2)F)C(C)=O 2-[acetyl-(4-fluorobenzyl)amino]-6-hydroxy-1-benzothiophene-3-carboxylic acid methyl ester